((R)-2-(2-Chlorophenyl)piperidin-1-yl)-N-((R,E)-4-(methylsulfonyl)but-3-en-2-yl)benzamide ClC1=C(C=CC=C1)[C@@H]1N(CCCC1)C1=C(C(=O)N[C@H](C)\C=C\S(=O)(=O)C)C=CC=C1